7-bromo-3-chlorobenzo[e][1,2,4]triazine 1-oxide BrC1=CC2=C(N=C(N=[N+]2[O-])Cl)C=C1